C(C)C(=O)O Ethane-1-carboxylic acid